[(1S,2R,4S,7R)-4-(6-tert-Butyl-5-methyl-pyrrolo[2,3-b]pyrazin-3-yl)-8,8-dimethyl-3-azabicyclo[5.1.0]octan-2-yl]methanol C(C)(C)(C)C1=CC=2C(=NC(=CN2)[C@H]2N[C@H]([C@@H]3C([C@@H]3CC2)(C)C)CO)N1C